2-chloro-5-(1,2,3,6-tetrahydropyridin-4-yl)pyridine ClC1=NC=C(C=C1)C=1CCNCC1